2-(4-(tert-butyl)phenyl)-N-((5-(2,6-dioxopiperidin-3-yl)-4-oxo-5,6-dihydro-4H-thieno[3,4-c]pyrrol-1-yl)methyl)-3,3,3-trifluoro-2-hydroxypropanamide C(C)(C)(C)C1=CC=C(C=C1)C(C(=O)NCC=1SC=C2C1CN(C2=O)C2C(NC(CC2)=O)=O)(C(F)(F)F)O